ClC1=NC=C(C(=N1)NCC1=C(C(=CC=C1)OC)OC)C(=O)N 2-chloro-4-[(2,3-dimethoxybenzyl)amino]pyrimidin-5-carboxamide